tert-butyl 6-(difluoromethylene)-2-azaspiro[3.3]heptane-2-carboxylate FC(=C1CC2(CN(C2)C(=O)OC(C)(C)C)C1)F